trans-ethyl 2-(hydroxymethyl)cyclopropanecarboxylate OC[C@H]1[C@@H](C1)C(=O)OCC